ammonium 4'-({1-[(4-chloro-3-methylphenyl)carbamoyl]-D-prolyl}amino)[1,1'-biphenyl]-4-carboxylate ClC1=C(C=C(C=C1)NC(=O)N1[C@H](CCC1)C(=O)NC1=CC=C(C=C1)C1=CC=C(C=C1)C(=O)[O-])C.[NH4+]